ClC=1C=C2C(C(=CN(C2=CC1N1[C@H](CCC1)COC1=NC=CC=C1Cl)C1(CC1)C)C(=O)O)=O (R)-6-chloro-7-(2-(((3-chloropyridin-2-yl)oxy)methyl)pyrrolidin-1-yl)-1-(1-methylcyclopropyl)-4-oxo-1,4-dihydro-quinoline-3-carboxylic acid